C1(CCC1)N1CC(CCC1)OC=1C(=CC2=C(C(C=3NC4=CC(=CC=C4C3C2=O)C#N)(C)C)C1)OC(C)C 8-(1-Cyclobutyl-piperidin-3-yloxy)-9-isopropoxy-6,6-dimethyl-11-oxo-6,11-dihydro-5H-benzo[b]carbazole-3-carbonitrile